ClC=1C=C(C=C(C1F)Cl)C1(CC(=NO1)N1CC2=C(C1)C(=C(S2)C(=O)NCC=2SC=CC2)C)C(F)(F)F 5-(5-(3,5-dichloro-4-fluorophenyl)-5-(trifluoromethyl)-4,5-dihydroisoxazol-3-yl)-3-methyl-N-(thiophen-2-ylmethyl)-5,6-dihydro-4H-thieno[2,3-c]pyrrole-2-carboxamide